FC(C(O)C1=CC(=C(C=C1)N=CC1=CC=C(C=C1)F)C)(F)F 2,2,2-trifluoro-1-(4-{[(4-fluorophenyl)methylidene]amino}-3-methylphenyl)ethanol